N1(CCOCC1)C(\C=C\CNC1(CC1)COC1=NC=C(C=C1)\C(=C(\CC(F)(F)F)/C1=CC=CC=C1)\C=1C=C2C(=NNC2=CC1)F)=O (E)-1-morpholinyl-4-((1-(((5-((Z)-4,4,4-trifluoro-1-(3-fluoro-1H-Indazol-5-yl)-2-phenylbut-1-en-1-yl)pyridin-2-yl)oxy)methyl)cyclopropyl)amino)but-2-en-1-one